4'-((4-(cyclobutylcarbamoyl)pyridin-2,6-diyl)bis(1H-1,2,3-triazole-4,1-diyl))bis(2-hydroxybenzoic acid) C1(CCC1)NC(=O)C1=CC(=NC(=C1)C=1N=NN(C1)C=1C(=C(C(=O)O)C=CC1)O)C=1N=NN(C1)C=1C(=C(C(=O)O)C=CC1)O